C(CCCCCCCCCCCCCCC(C)C)(=O)OCC(COC(CCCCCCCCCCCCCCC(C)C)=O)(CO)CO pentaerythritol (di-isostearate)